4'-methyl-4-(2-(5-pyrimidinyl)ethynyl)-2,2'-bipyridine CC1=CC(=NC=C1)C1=NC=CC(=C1)C#CC=1C=NC=NC1